[N+](=O)([O-])C=1C=CC(=NC1NC1=CC=NC=C1)N1[C@@H]2CN(C[C@H]1C2)C(=O)OC(C)(C)C Tert-butyl (1R,5S)-6-[5-nitro-6-(4-pyridylamino)-2-pyridinyl]-3,6-diazabicyclo[3.1.1]heptane-3-carboxylate